NC1=C(C=CC=C1)SC1=C(C=CC=C1CN(C)C)O ((2-aminophenyl)thio)-3-((dimethylamino)methyl)phenol